3,8-dimethyl-5-propan-2-ylidene-2,4,6,7,8,8a-hexahydro-1H-azulene CC=1CCC2C(CCC(CC12)=C(C)C)C